FC(C(=O)O)(F)F.N1C[C@H](CCCC1)NC1=NC=C(C(=N1)C1=CNC2=CC(=CC=C12)N1CCC(CC1)C(=O)N)C(F)(F)F (S)-1-(3-(2-(azepan-3-ylamino)-5-(trifluoromethyl)pyrimidin-4-yl)-1H-indol-6-yl)piperidine-4-carboxamide 2,2,2-trifluoroacetate